Tert-butyl (5-bromo-2-fluoro-3-methyl-4-(trifluoromethyl)phenyl)carbamate BrC=1C(=C(C(=C(C1)NC(OC(C)(C)C)=O)F)C)C(F)(F)F